ClC=1C(NC2=C(C(=CC=C2C1)Cl)C)=O 3,7-dichloro-8-methyl-1H-quinolin-2-one